ClC1=C(C=C(C=C1)N1CCC(CC1)=O)F 1-(4-chloro-3-fluoro-phenyl)piperidin-4-one